3,6-dihydro-2H-pyrane O1CCC=CC1